oxo-6,7-dihydro-5H-dibenzo[b,d]azepin O=C1CC2=C(C3=C(N1)C=CC=C3)C=CC=C2